S1C=NC2=C1C=CC(=C2)NC2=CC=NC1=CC=C(C=C21)C2=C(C(=C(C(=C2)F)C(=O)N2CCCCC2)F)F (4-(4-(benzo[d]thiazol-5-ylamino)quinolin-6-yl)-2,3,6-trifluorophenyl)(piperidin-1-yl)methanone